3-(4-chloro-3,5-dimethyl-pyrazol-1-yl)-N-(2-ethyl-1,3-benzoxazol-6-yl)-N-methyl-benzamide ClC=1C(=NN(C1C)C=1C=C(C(=O)N(C)C2=CC3=C(N=C(O3)CC)C=C2)C=CC1)C